(trifluoromethyl)-2,3-dihydronaphtho[2,3-b]furan-4,9-dione FC(F)(F)C1CC2=C(O1)C(C1=CC=CC=C1C2=O)=O